2-aminoethyl ((3S,5R,8R,9S,10S,13R,14S,17R)-14-hydroxy-10,13-dimethyl-17-(5-oxo-2,5-dihydrofuran-3-yl)hexadecahydro-1H-cyclopenta[a]phenanthren-3-yl)carbamate O[C@]12[C@@H]3CC[C@@H]4C[C@H](CC[C@@]4([C@H]3CC[C@@]2([C@H](CC1)C=1COC(C1)=O)C)C)NC(OCCN)=O